(R)-6-(3-methoxy-4-(pyrrolidin-1-yl)phenyl)-1-(2-(2-(methoxymethyl)pyrrolidin-1-yl)benzo[d]oxazol-6-yl)-4-oxo-1,4-dihydropyridine-3-carboxylic acid COC=1C=C(C=CC1N1CCCC1)C1=CC(C(=CN1C1=CC2=C(N=C(O2)N2[C@H](CCC2)COC)C=C1)C(=O)O)=O